C(C(C)C)OC(C1=CC(=C(C(=C1)[N+](=O)[O-])Cl)[N+](=O)[O-])=O 3,5-dinitro-4-chlorobenzoic acid isobutyl ester